menthol-lauric acid C1(CC(C(CC1)C(C)C)O)(C)CCCCCCCCCCCC(=O)O